C(C)(C)(C)OC(NC(COC=1C=C2CC(CC2=C(C1)C#N)C=O)(C)C)=O N-[1-[(7-cyano-2-formyl-2,3-dihydro-1H-inden-5-yl)oxy]-2-methylpropan-2-yl]carbamic acid tert-butyl ester